CC1(N=C(OC1)C1=C(C=C(C=C1)OC)C(C(C)C)=O)C 1-[2-(4,4-dimethyl-5H-oxazol-2-yl)-5-methoxy-phenyl]-2-methyl-propan-1-one